CN(CCOCCO)C 2-{2-(dimethylamino)ethoxy}ethanol